FC1=CC=2C(N3CC[C@H]4COCCN4C3=NC2C(=C1)[C@@H](C)N[S@](=O)C(C)(C)C)=O (R)-N-[(1R)-1-[(7S)-14-fluoro-11-oxo-5-oxa-2,10,18-triazatetracyclo[8.8.0.02,7.012,17]octadeca-1(18),12(17),13,15-tetraen-16-yl]ethyl]-2-methyl-propane-2-sulfinamide